FC1=C2C(=CN=C1C1=CC(=CC3=CC=C(C(=C13)C#C[Si](C(C)C)(C(C)C)C(C)C)F)OCOC)N(C=C2C)C2C1CN(C(C2)CC1)C(=O)OC(C)(C)C tert-butyl 5-[4-fluoro-5-[7-fluoro-3-(methoxymethoxy)-8-(2-triisopropylsilylethynyl)-1-naphthyl]-3-methyl-pyrrolo[2,3-c]pyridin-1-yl]-2-azabicyclo[2.2.2]octane-2-carboxylate